FC1(CN(CCC1NC(=O)C12CNCC2(C1)C(F)(F)F)C)F N-(3,3-difluoro-1-methylpiperidin-4-yl)-5-(trifluoromethyl)-3-azabicyclo[3.1.0]Hexane-1-carboxamide